(2R)-2-[[(2S)-2-[[(tert-butoxy)carbonyl](methyl)amino]-3-cyclopropylpropanoyl]oxy]-3-[4-(morpholin-4-yl)phenyl]propanoic acid C(C)(C)(C)OC(=O)N([C@H](C(=O)O[C@@H](C(=O)O)CC1=CC=C(C=C1)N1CCOCC1)CC1CC1)C